C(CC(=O)OC1CC(CCC1C(C)C)C)(=O)OC1CC(CCC1C(C)C)C dimenthyl malonate